C(C)(C)(C)C1=NC(=NO1)C(=O)NCC1=C(C=C(C=C1)C1=CC=NC=2N1N=C(C2)C=2C=NN(C2)C)C 5-(tert-butyl)-N-(2-methyl-4-(2-(1-methyl-1H-pyrazol-4-yl)pyrazolo[1,5-a]pyrimidin-7-yl)benzyl)-1,2,4-oxadiazole-3-carboxamide